N1N=NC2=C1C=CC(=C2)C(=O)N 1H-1,2,3-benzotriazole-5-carboxamide